ClC=CC1=C(C=C(C=C1)Cl)Cl beta-chloro-2,4-dichlorostyrene